COC(CC(CC(=O)OC)(C)C)=O 3,3-dimethyl-glutaric acid dimethyl ester